2-butenylphosphonic acid (methyl) (2-propynyl) ester C(C#C)OP(OC)(=O)CC=CC